C(C)(C)N(C(OC(C=1N(C(=C(N1)SC)COC)COCC[Si](C)(C)C)C1=CC(=C(C=C1)F)Cl)=O)C(C)C (3-chloro-4-fluorophenyl)(5-(methoxymethyl)-4-(methylthio)-1-((2-(trimethylsilyl)eth-oxy)methyl)-1H-imidazol-2-yl)methyl diisopropylcarbamate